N-(3-(2-((4-morpholinylphenyl)amino)pyrido[3,4-d]pyrimidin-8-yl)phenyl)ethenesulfonamide N1(CCOCC1)C1=CC=C(C=C1)NC=1N=CC2=C(N1)C(=NC=C2)C=2C=C(C=CC2)NS(=O)(=O)C=C